3-(5-Trifluoromethylthiophen-2-yl)-N-(4-(2-(1-methylpiperidin-4-yl)ethoxy)phenyl)-1H-pyrazol-5-amine FC(C1=CC=C(S1)C1=NNC(=C1)NC1=CC=C(C=C1)OCCC1CCN(CC1)C)(F)F